2-isopropyl-5-methylhexan C(C)(C)C(C)CCC(C)C